4,6-dichloro-5-methyl-benzene-1,3-diol ClC1=C(C=C(C(=C1C)Cl)O)O